CN1[C@H](CC1)[C@H](O)C1=CC=2C(=NC(=CC2)C2=CC=3C(N=C2)=NN(C3)C)S1 (S)-((2R)-1-methyl-2-azetidinyl)(6-(2-methyl-2H-pyrazolo[3,4-b]pyridin-5-yl)thieno[2,3-b]pyridin-2-yl)methanol